(1-(3-fluorophenyl)-1H-imidazol-4-yl)methanol FC=1C=C(C=CC1)N1C=NC(=C1)CO